1-(5-Bromo-1-((2-(trimethylsilyl)ethoxy)methyl)-1H-pyrrolo[2,3-b]pyridin-3-yl)-3-(4-(trifluoromethyl)phenyl)urea BrC=1C=C2C(=NC1)N(C=C2NC(=O)NC2=CC=C(C=C2)C(F)(F)F)COCC[Si](C)(C)C